ClC1=CC=C(C=C1)N1C(OC=C1C1=CC=C(C=C1)S(=O)(=O)C)=O 3-(4-chlorophenyl)-4-[4-(methylsulfonyl)phenyl]-2(3H)-oxazolone